NCC=1C=C(C=CC1)C1=CC=C(C(=N1)OC1=C(C=C(C=C1C)C)C)C(=O)NS(=O)(=O)C1=NC(=CC=C1)N 6-[3-(Aminomethyl)phenyl]-N-[(6-amino-2-pyridyl)sulfonyl]-2-(2,4,6-trimethylphenoxy)pyridin-3-carboxamid